N[C@@H](CCC(=O)NCCCCCN)C(=O)O gamma-glutamylcadaverine